FC(OC=1C=2N(C=CC1)N=C(C2)[C@@H]2N(CCC1=C2N=CN1)C=1OC(=NN1)C(F)(F)F)F (R)-2-(4-(4-(difluoromethoxy)pyrazolo[1,5-a]pyridin-2-yl)-1,4,6,7-tetrahydro-5H-imidazo[4,5-c]pyridin-5-yl)-5-(trifluoromethyl)-1,3,4-oxadiazole